3-isopropyl-2,3-dihydro-1H-indene-5-carbaldehyde C(C)(C)C1CCC2=CC=C(C=C12)C=O